din-pentyl-zinc C(CCCC)[Zn]CCCCC